(e)-caprolactone C1(CCCCCO1)=O